N-(3-(3'-chloro-5-(hydroxymethyl)-6-methoxy-[2,4'-bipyridin]-2'-yl)-2-methylphenyl)-5-formylpicolinamide ClC=1C(=NC=CC1C1=NC(=C(C=C1)CO)OC)C=1C(=C(C=CC1)NC(C1=NC=C(C=C1)C=O)=O)C